C(N)(=O)C=1N=NC(=CC1NC1=CC=C(C=N1)C(C(=O)O)(C)C)C1=C(C=CC=C1F)F 2-(6-((3-carbamoyl-6-(2,6-difluorophenyl)pyridazin-4-yl)amino)pyridin-3-yl)-2-methylpropionic acid